(S)-4-(6-(7-methoxy-2-methylimidazo[1,2-a]pyridine-6-carboxamido)pyridazin-3-yl)-2-methylpiperazine-1-carboxylic acid tert-butyl ester C(C)(C)(C)OC(=O)N1[C@H](CN(CC1)C=1N=NC(=CC1)NC(=O)C=1C(=CC=2N(C1)C=C(N2)C)OC)C